N[C@H](C(=O)NC1=CC=C(C=C1)O[Si](C)(C)C(C)(C)C)CCCNC(=O)N (S)-2-amino-N-(4-((tert-butyldimethylsilyl)oxy)phenyl)-5-ureidopentanamide